ClC1=NC(=CC2=CC(=CC=C12)C1OCCC1)C(=O)O 1-chloro-6-(tetrahydrofuran-2-yl)-isoquinoline-3-carboxylic acid